C(C)(C)P(C(C)C)CC1=CC=CC(=N1)CNC1=C(C=CC=C1)P(C1=CC=CC=C1)C1=CC=CC=C1 ((6-((diisopropylphosphaneyl)methyl)pyridin-2-yl)methyl)-2-(diphenylphosphaneyl)aniline